FC1=CC(=CC=2N(C(=NC21)C)C2CCN(CC2)C)C2=CNC1=NC=C(C=C12)C=1C=NC=CC1C 4-fluoro-2-methyl-1-(1-methylpiperidin-4-yl)-6-(5-(4-methylpyridin-3-yl)-1H-pyrrolo[2,3-b]pyridin-3-yl)-1H-benzo[d]imidazole